C(#N)CC=1C=C(C(=NC1)NS(=O)(=O)C1=CNC(=C1)C1=CC=CC=C1)OC N-[5-(cyanomethyl)-3-methoxypyridin-2-yl]-5-phenyl-1H-pyrrole-3-sulfonamide